seleno sulfone [Se]=S(=O)=O